NC1=CC(=C2C(N(CCCCC(C3=NN=C(C1=N2)O3)(C(F)(F)F)O)CC(C)C)=O)C(F)(F)F 16-amino-6-hydroxy-11-isobutyl-6,14-bis(trifluoromethyl)-18-oxa-3,4,11,17-tetrazatricyclo[11.3.1.12,5]octadeca-1(17),2,4,13,15-pentaen-12-one